difluorobut-2-en-1-one FC(C(=O)F)=CC